(E)-2-(4-(3-acetamidophenyl)-1H-1,2,3-triazol-1-yl)-N'-(4-hydroxybenzylidene)acethydrazide C(C)(=O)NC=1C=C(C=CC1)C=1N=NN(C1)CC(=O)N/N=C/C1=CC=C(C=C1)O